C(#N)N1C[C@H](CC1)C(=O)NC=1N=CN(C1)C1=CC(=C(C=C1)C#N)C1CC1 (S)-1-cyano-N-(1-(4-cyano-3-cyclopropylphenyl)-1H-imidazol-4-yl)pyrrolidine-3-carboxamide